CN1C[C@@H]2N(C3=C(C=C(C=C3CC2)C=2N=C3C(=NC2)NC=C3C3=CC(=C(C(=O)N(C[C@H]2COCC2)C)C=C3)C)C)CC1 4-(2-((R)-3,10-dimethyl-2,3,4,4a,5,6-hexahydro-1H-pyrazino[1,2-a]quinolin-8-yl)-5H-pyrrolo[2,3-b]pyrazin-7-yl)-N,2-dimethyl-N-(((S)-tetrahydrofuran-3-yl)methyl)benzamide